(1H-pyrazolo[4,3-c]pyridin-7-yl)methanone (R)-1-(2,3-difluoro-phenyl)ethyl(1-methyl-4-(6-methyl-5-(methyl-sulfonamido)pyridin-2-yl)-1H-1,2,3-triazol-5-yl)carbamate FC1=C(C=CC=C1F)[C@@H](C)N(C(O)=O)C1=C(N=NN1C)C1=NC(=C(C=C1)NS(=O)(=O)C)C.N1N=CC=2C=NC=C(C21)C=O